C1(CCC1)C1=CC(=C2C(N(C=NN21)CC(=O)N2CC(C2)(C)F)=O)C2=CC(=C(C#N)C=C2)C 4-[7-cyclobutyl-3-[2-(3-fluoro-3-methyl-azetidin-1-yl)-2-oxo-ethyl]-4-oxo-pyrrolo[2,1-f][1,2,4]triazin-5-yl]-2-methyl-benzonitrile